(2,4-Di-Tert-Butyl-Phenyl) Phosphite P(OC1=C(C=C(C=C1)C(C)(C)C)C(C)(C)C)([O-])[O-]